bis(4-propylbenzylidene)propylsorbitol CCCC1C2C(C(OC(O2)C3=CC=C(C=C3)CCC)C(CO)O)OC(O1)C4=CC=C(C=C4)CCC